S(N)(=O)(=O)C=1C=C(C=CC1)NC(C1=C(C=C(C=C1)C1=C(C=CC=C1)C(F)(F)F)C1=C(C=CC=C1)C(F)(F)F)=O N-(3-sulfamylphenyl)-2-(trifluoromethylphenyl)-4-(trifluoromethylphenyl)benzamide